NC1=NC2=CC(=CC=C2C=C1F)N[C@H]1CC[C@]2([C@@H]1O[C@H](C2O)N2C=CC1=C2N=CN=C1C)O (2R,3aS,6S,6aR)-6-((2-amino-3-fluoroquinolin-7-yl)amino)-2-(4-methyl-7H-pyrrolo[2,3-d]pyrimidin-7-yl)hexahydro-2H-cyclopenta[b]furan-3,3a-diol